1-(3-fluoro-5-(3-(pyrrolidin-1-yl)quinoxaline-6-carbonyl)phenyl)-3-(4-fluorophenyl)urea FC=1C=C(C=C(C1)C(=O)C=1C=C2N=C(C=NC2=CC1)N1CCCC1)NC(=O)NC1=CC=C(C=C1)F